BrC=1C=CC=2NC(N3CCCCC1C23)=O 5-bromo-6,7,8,9-tetrahydro-2,9a-diazabenzo[cd]azulen-1(2H)-one